FC(CNC(=O)N1C2C=CCC1CC2)(F)F N-(2,2,2-trifluoroethyl)-8-azabicyclo[3.2.1]oct-2-ene-8-carboxamide